(2,2-difluorocyclopropyl) pyridine-2-carboxylate N1=C(C=CC=C1)C(=O)OC1C(C1)(F)F